Trithian S1SSCCC1